NC1=NC=CC=C1C1=NC=2C(=NC(=CC2)C2=CC=CC=C2)N1C1=CC=C(CN2CCC(CC2)N(C=2C(C(C2SC)=O)=O)CC)C=C1 3-((1-(4-(2-(2-Aminopyridin-3-yl)-5-phenyl-3H-imidazo[4,5-b]pyridin-3-yl)benzyl)piperidin-4-yl)(ethyl)amino)-4-(methylthio)cyclobut-3-ene-1,2-dione